(R)-N-(5-(difluoromethoxy)-1H-pyrazol-3-yl)-3-methyl-6-((1,3,3-trimethylpiperidin-4-yl)oxy)pyrazin-2-amine FC(OC1=CC(=NN1)NC1=NC(=CN=C1C)O[C@H]1C(CN(CC1)C)(C)C)F